ClC=1C=2C(N=C3N(C2C=CC1)C1=CC=C(C=C1C3(C)C)C3CCN(CC3)C(=O)C3CCC(CC3)CO)=O 4-chloro-9-(1-((1r,4r)-4-(hydroxymethyl)cyclohexane-1-carbonyl)piperidin-4-yl)-7,7-dimethylindolo[1,2-a]quinazolin-5(7H)-one